(3S,4R)-1-Boc-3-fluoropiperidine-4-amine C(=O)(OC(C)(C)C)N1C[C@@H]([C@@H](CC1)N)F